5-((R)-1-Acetoxy-2,2,2-trifluoroethyl)-2-(2-amino-8-oxo-7-(prop-2-yn-1-yl)-7,8-dihydro-9H-purin-9-yl)-4-fluorotetrahydrofuran-3-yl acetate C(C)(=O)OC1C(OC(C1F)[C@H](C(F)(F)F)OC(C)=O)N1C2=NC(=NC=C2N(C1=O)CC#C)N